BrC1=CC=C2CN(C(C2=C1)=O)CC(N1CC2=CC=CC=C2CC1)=O 6-bromo-2-[2-oxo-2-(1,2,3,4-tetrahydroisoquinolin-2-yl)ethyl]-2,3-dihydro-1H-isoindol-1-one